ClC=1C=C(C(=C2C(=NNC12)N1C(C2=CC=CC=C2C1=O)=O)OC1=C(C=CC(=C1)F)Cl)NC(OC(C)(C)C)=O tert-butyl N-[7-chloro-4-(2-chloro-5-fluorophenoxy)-3-(1,3-dioxoisoindol-2-yl)-1H-indazol-5-yl]carbamate